(3R)-5-bromo-3,4-dihydro-1H-isoquinoline-2,3-dicarboxylic acid dimethyl ester COC(=O)N1CC2=CC=CC(=C2C[C@@H]1C(=O)OC)Br